COC1=NC(=NN2C1=C(C=C2)C=2C=CC1=C(N(N=N1)C)C2)NC2CC(C2)(C(=O)NC)C (1r,3r)-3-((4-methoxy-5-(1-methyl-1H-benzo[d][1,2,3]triazol-6-yl)pyrrolo[2,1-f][1,2,4]triazin-2-yl)amino)-N,1-dimethylcyclobutane-1-carboxamide